N-(2-(6-chloro-7-cyclopropyloxy-3-fluoronaphthalen-1-yl)ethyl)acetamide ClC=1C=C2C=C(C=C(C2=CC1OC1CC1)CCNC(C)=O)F